4-(5-bromo-3-methyl-1H-indazol-7-yl)morpholine BrC=1C=C2C(=NNC2=C(C1)N1CCOCC1)C